2,2,2-trichloroethyl (tert-butoxycarbonyl)glycinate C(C)(C)(C)OC(=O)NCC(=O)OCC(Cl)(Cl)Cl